COC1CCN(CC1)CC=1C=C2C=C(N(C2=CC1)C)C(=O)O 5-((4-methoxypiperidin-1-yl)methyl)-1-methyl-1H-indole-2-carboxylic Acid